benzyl 4-[5-acetyl-3-[7-methyl-6-(1-methylpyrazol-4-yl)-3,4-dihydro-2H-quinolin-1-yl]-6,7-dihydro-4H-pyrazolo[4,3-c]pyridin-1-yl]piperidine-1-carboxylate C(C)(=O)N1CC2=C(CC1)N(N=C2N2CCCC1=CC(=C(C=C21)C)C=2C=NN(C2)C)C2CCN(CC2)C(=O)OCC2=CC=CC=C2